C(CC)OC(C(CC(=O)OCCC)=CC1=C(C=CC=C1)OCC(C)C)=O 2-isobutoxybenzylidenesuccinic acid dipropyl ester